C(C)(C)(C)OC(NCCN[C@H](C)C1=CC(=CC=C1)Cl)=O (R)-(2-((1-(3-chlorophenyl)ethyl)amino)ethyl)carbamic acid tert-butyl ester